5-FLUORO-N-(4-(1-((2-(2-(2-METHOXYETHOXY)ETHOXY)ETHYL)SULFONYL)PIPERIDIN-4-YL)PHENYL)ISOINDOLINE-2-CARBOXAMIDE FC=1C=C2CN(CC2=CC1)C(=O)NC1=CC=C(C=C1)C1CCN(CC1)S(=O)(=O)CCOCCOCCOC